syn-p-methylsulfonyl-phenylserine copper [Cu].CS(=O)(=O)C1=CC=C(C=C1)N[C@@H](CO)C(=O)O